4-(2-methyl-3-(4-oxoquinazolin-3(4H)-yl)phenyl)-1H-indole-7-carboxamide CC1=C(C=CC=C1N1C=NC2=CC=CC=C2C1=O)C1=C2C=CNC2=C(C=C1)C(=O)N